C1(=CC=CC2=CC=CC=C12)C\N=C\C1O[C@@H](OC[C@H]1O)C1=CC=CC=C1 (2R,5R)-4-((E)-((naphthalen-1-ylmethyl)imino)methyl)-2-phenyl-1,3-dioxane-5-ol